Neodymium diphenylphosphinate C1(=CC=CC=C1)P([O-])(=O)C1=CC=CC=C1.[Nd+3].C1(=CC=CC=C1)P([O-])(=O)C1=CC=CC=C1.C1(=CC=CC=C1)P([O-])(=O)C1=CC=CC=C1